[Li+].BrC1=C2C(=NC=C1)C=C(S2)C(=O)[O-] 7-Bromothieno[3,2-b]pyridine-2-carboxylic acid lithium salt